N-(4,6-dimethoxypyrimidin-5-yl)-5-((3,3,6-trimethyl-2,3-dihydro-1H-inden-5-yl)oxy)furan-2-carboxamide COC1=NC=NC(=C1NC(=O)C=1OC(=CC1)OC=1C=C2C(CCC2=CC1C)(C)C)OC